biotin-disulfide OC(=O)CCCC[C@@H]1S(C[C@@H]2NC(=O)N[C@H]12)(=S)=S